CN1CCN(CNNCCN(CCN(CCCCC1)C)C)C 1,4,10,13-tetramethyl-1,4,7,10,13,6-hexaazacyclooctadecane